N-(5-bromo-1-trityl-1H-indazol-3-yl)-1-(1-methoxypropan-2-yl)piperidine-4-carboxamide BrC=1C=C2C(=NN(C2=CC1)C(C1=CC=CC=C1)(C1=CC=CC=C1)C1=CC=CC=C1)NC(=O)C1CCN(CC1)C(COC)C